2-bromo-1-(difluoromethyl)-4-methyl-benzene BrC1=C(C=CC(=C1)C)C(F)F